7-(2-chloro-5-fluorophenyl)-1-(7-fluoro-5-(trifluoromethyl)-1H-benzo[d]imidazol-2-yl)-N-methyl-5-oxo-4,5,6,7-tetrahydro-1H-pyrrolo[2,3-c]pyridine-3-carboxamide ClC1=C(C=C(C=C1)F)C1NC(CC2=C1N(C=C2C(=O)NC)C2=NC1=C(N2)C(=CC(=C1)C(F)(F)F)F)=O